ClC1=C(C(=CC=C1)C)NC(=O)C1=CN=C(S1)NC1=NC(=NC(=C1)N1CCN(CC1)C(CCCCOC1=C2CN(C(C2=CC=C1)=O)C1C(NC(CC1)=O)=O)=O)C N-(2-chloro-6-methylphenyl)-2-((6-(4-(5-((2-(2,6-dioxopiperidin-3-yl)-1-oxoisoindolin-4-yl)oxy)pentanoyl)piperazin-1-yl)-2-methylpyrimidin-4-yl)amino)thiazole-5-carboxamide